N,N'-bis(salicylidene)-butanediamine C(C=1C(O)=CC=CC1)=NC(CCC)N=CC=1C(O)=CC=CC1